2-[1-[(4-isopropylphenyl)methyl]-5-oxopyrrolidin-2-yl]-N-methylsulfonylacetamide C(C)(C)C1=CC=C(C=C1)CN1C(CCC1=O)CC(=O)NS(=O)(=O)C